1-(2-(dimethylamino)ethyl)-N2,N2-Dimethylethane-1,2-diamine CN(CCC(CN(C)C)N)C